CS(=O)(C1=CC=C(C=C1)C1=NOC(=N1)C(F)(F)F)=NC1=NC=NC=C1 methyl(pyrimidin-4-ylimino)(4-(5-(trifluoromethyl)-1,2,4-oxadiazol-3-yl)phenyl)-λ6-sulfanone